2-(2-butyl-octyl)thiophene C(CCC)C(CC=1SC=CC1)CCCCCC